The molecule is a member of the class of beta-carbolines that is beta-carboline substituted by a (2R)-2,3-dihydroxypropyl group at position 1. It has been isolated from the mycelia of Cordyceps sinensis. It has a role as a plant metabolite. It is a member of beta-carbolines and a diol. It derives from a hydride of a beta-carboline. C1=CC=C2C(=C1)C3=C(N2)C(=NC=C3)C[C@H](CO)O